C1(CCCC1)OCC#CC1=NC=2N(C(N(C(C2N1CC1=CC=C(C=C1)F)=O)CCCO)=O)C 8-(3-(cyclopentyloxy)prop-1-yn-1-yl)-7-(4-fluorobenzyl)-1-(3-hydroxypropyl)-3-methyl-3,7-dihydro-1H-purine-2,6-dione